6-hydroxy-4-(6-(6-((6-methoxypyridin-3-yl)methyl)-3,6-diazabicyclo[3.1.1]hept-3-yl)pyridin-3-yl)pyrazolo[1,5-a]pyridine-3-carbonitrile OC=1C=C(C=2N(C1)N=CC2C#N)C=2C=NC(=CC2)N2CC1N(C(C2)C1)CC=1C=NC(=CC1)OC